N[C@H]1CS(C2=C(N(C1=O)CC1=CC=C(C=C1)Cl)C=C(C(=C2)F)C=2N=NN(N2)C2CN(CC(C2)(F)F)C)(=O)=O (3R)-3-amino-5-[(4-chlorophenyl)methyl]-7-[2-(5,5-difluoro-1-methyl-3-piperidyl)tetrazol-5-yl]-8-fluoro-1,1-dioxo-2,3-dihydro-1λ6,5-benzothiazepin-4-one